OC(=O)C(F)(F)F.[C@H]12CNC[C@@H]2C1C1=NN=C2N1C=CC=C2 (1R,5S,6r)-3-azabicyclo[3.1.0]hex-6-yl[1,2,4]triazolo[4,3-a]pyridine TFA salt